N-[4-(2-amino-5-methyl-1,3-thiazol-4-yl)-3-methylphenyl]cyclopropanecarboxamide methyl-4-hydroxy-1-morpholino-6-oxo-pyridine-3-carboxylate COC(=O)C1=CN(C(C=C1O)=O)N1CCOCC1.NC=1SC(=C(N1)C1=C(C=C(C=C1)NC(=O)C1CC1)C)C